tert-butyl (R)-3-(4-bromobutanamido)piperidine-1-carboxylate BrCCCC(=O)N[C@H]1CN(CCC1)C(=O)OC(C)(C)C